ClC=1C=CC2=C(N=C(O2)N2CC3(C2)CC(C3)NC(OC(C)(C)C)=O)C1 tert-butyl N-[2-(5-chloro-1,3-benzoxazol-2-yl)-2-azaspiro[3.3]heptan-6-yl]carbamate